2-(1-(2-Chloro-4,6-difluorophenoxy)-8-((1,1,1-trifluoropropan-2-yl)oxy)isoquinolin-6-yl)-4-ethyl-5-(hydroxymethyl)-2,4-dihydro-3H-1,2,4-triazol-3-one ClC1=C(OC2=NC=CC3=CC(=CC(=C23)OC(C(F)(F)F)C)N2N=C(N(C2=O)CC)CO)C(=CC(=C1)F)F